(3S,4R)-4-(3-((4-amino-5-(6-methoxy-5-phenoxypyridin-2-yl)-7-methyl-7H-pyrrolo[2,3-d]pyrimidin-6-yl)ethynyl)azetidin-1-yl)-1-(vinylsulfonyl)piperidin-3-ol NC=1C2=C(N=CN1)N(C(=C2C2=NC(=C(C=C2)OC2=CC=CC=C2)OC)C#CC2CN(C2)[C@H]2[C@H](CN(CC2)S(=O)(=O)C=C)O)C